C(C)(C)(C)C1=CC(=NO1)NC(=O)NC1=CC=C(C=C1)C1=NN(C2=NC=NC(=C21)N)C(C)C 1-(5-t-butylisoxazol-3-yl)-3-(4-(4-amino-1-isopropyl-1H-pyrazolo[3,4-d]pyrimidin-3-yl)phenyl)urea